ClC1=NC(=C2N=CN(C2=N1)C1CCN(CC1)CC=1C=NC=CC1)NN (4-(2-chloro-6-hydrazinyl-9H-purin-9-yl)piperidin-1-yl)(pyridin-3-yl)methane